5-((2-(4-amino-4-methylpiperidin-1-yl)pyrido[2,3-b]pyrazin-6-yl)thio)-6-chloropyridin-2-amine NC1(CCN(CC1)C=1N=C2C(=NC1)N=C(C=C2)SC=2C=CC(=NC2Cl)N)C